Methyl 1-(2-(tert-butoxy)ethyl)-2-(4-(6-((4-cyano-2-fluorobenzyl)oxy)pyridin-2-yl)-2,5-difluorobenzyl)-1H-benzo[d]imidazole-6-carboxylate C(C)(C)(C)OCCN1C(=NC2=C1C=C(C=C2)C(=O)OC)CC2=C(C=C(C(=C2)F)C2=NC(=CC=C2)OCC2=C(C=C(C=C2)C#N)F)F